C(C1=CC=CC=C1)OC(=O)N[C@@H](C(=O)OC)CC1=CC2=CC=CC=C2C=C1N(C)C(=O)OC(C)(C)C methyl (2R)-2-{[(benzyloxy)carbonyl]amino}-3-{3-[(tert-butoxycarbonyl)(methyl)amino]naphthalen-2-yl}propanoate